tert-butyl 4-amino-3-oxopiperazine-1-carboxylate NN1C(CN(CC1)C(=O)OC(C)(C)C)=O